N-[4-[(6,7-dimethoxy-1,5-naphthyridin-4-yl)oxy]phenyl]-7-(furan-2-yl)-6-methyl-8-oxo-3,4-dihydro-1H-pyrido[2,1-c][1,4]oxazine-9-carboxamide COC=1N=C2C(=CC=NC2=CC1OC)OC1=CC=C(C=C1)NC(=O)C=1C(C(=C(N2C1COCC2)C)C=2OC=CC2)=O